FC=1C=CC=C2C(NN=C(C12)C1=CC2=C(NC(=N2)NC(OCCN(C)C)=O)C=C1)=O 2-(Dimethylamino)ethyl (5-(8-fluoro-4-oxo-3,4-dihydrophthalazin-1-yl)-1H-benzimidazol-2-yl)carbamate